BrC=1C=C(C(NC1)=O)F 5-bromo-3-fluoro-1H-pyridin-2-one